2-(benzo[d]oxazol-2-ylamino)-4-(2-chlorophenyl)-N-(3-chlorophenyl)-6-methyl-1,4-dihydropyrimidine-5-carboxamide O1C(=NC2=C1C=CC=C2)NC=2NC(=C(C(N2)C2=C(C=CC=C2)Cl)C(=O)NC2=CC(=CC=C2)Cl)C